FC(C=1C=C(C=CC1F)NC(=O)C=1N(C=C2C1CCC2NC(OCC2=NN(C=N2)C)=O)C)F (1-Methyl-1H-1,2,4-triazol-3-yl)methyl (1-((3-(difluoromethyl)-4-fluorophenyl) carbamoyl)-2-methyl-2,4,5,6-tetrahydrocyclopenta[c]pyrrol-4-yl)carbamate